(S)-3-amino-1,2-propanediol hydrochloride Cl.NC[C@@H](CO)O